(R)-1-(7-(8-ethynyl-7-fluoronaphthalen-1-yl)-8-fluoro-2-(((2R,7as)-2-fluorohexahydro-1H-pyrrolizin-7a-yl)methoxy)pyrido[4,3-d]pyrimidin-4-yl)-3-methylpiperidin-3-ol C(#C)C=1C(=CC=C2C=CC=C(C12)C1=C(C=2N=C(N=C(C2C=N1)N1C[C@@](CCC1)(O)C)OC[C@]12CCCN2C[C@@H](C1)F)F)F